2-methyl-7-(trifluoromethyl)pyrido[2,3-d]pyrimidin-4-amine CC=1N=C(C2=C(N1)N=C(C=C2)C(F)(F)F)N